FC(C1=CC=C(C=C1)C(C(=O)O)C)(F)F (4-trifluoromethylphenyl)propionic acid